5-chloro-2-(pyrrolidin-3-yl)pyrimidine hydrochloride Cl.ClC=1C=NC(=NC1)C1CNCC1